BrCC1=C(C=CC=C1)OCC#C 1-(bromomethyl)-2-(prop-2-ynyloxy)benzene